OC(CCCCCCCCC(=O)OCC(CO)O)CCCCCCO 2,3-dihydroxyprop-1-yl 10,16-dihydroxyhexadecanoate